[Rh](Cl)(Cl)Cl.C1=CCCC=CCC1 (1,5-cyclooctadiene) rhodium chloride